N-[(2S,3R,4S)-2-[(3-chloro-2-fluorophenyl)methyl]-1-(cyclopropanecarbonyl)-4-fluoropyrrolidin-3-yl]ethanesulfonamide ClC=1C(=C(C=CC1)C[C@@H]1N(C[C@@H]([C@@H]1NS(=O)(=O)CC)F)C(=O)C1CC1)F